FC(F)(F)C1C(NC=2N1C(C=CN2)=O)=O (trifluoromethyl)-3H-imidazo[1,2-a]pyrimidine-2,5-dione